C(C)(C)(C)[S@](=O)N1[C@@H]([C@@H]1C1=CC=C(C=C1)OC)C(=O)[O-].[Li+].ClC1=NC=C(C(=C1)N[C@@H]1C[C@H](CC1)O)I (1S,3S)-3-((2-chloro-5-iodopyridin-4-yl)amino)cyclopentan-1-ol lithium (2S,3S)-1-((S)-tert-butylsulfinyl)-3-(4-methoxyphenyl)aziridine-2-carboxylate